O(C1=CC=CC=C1)C1=NC(=CC(=N1)NS(=O)(=O)C1=CC=CC=C1)N1C(CC(C1)C)(C)C N-[2-phenoxy-6-(2,2,4-trimethylpyrrolidin-1-yl)pyrimidin-4-yl]benzenesulfonamide